N1=C(C=CC2=CC=CC=C12)C(=O)[O-].[Li+] lithium quinolinate